carbon holmium [Ho].[C]